C(C)O[Si](CCCNC(CCC(C)O)=O)(OCC)OCC N-(3-Triethoxysilylpropyl)-4-hydroxy-pentanamid